C1(=CC=CC=C1)C1=C(C(=C(C=2CC3=CC=CC=C3C12)N)C1=CC=CC=C1)C1=CC=CC=C1 (triphenylfluorenyl)amine